C(C1=CC=CC=C1)O[C@H]1[C@H](N(C[C@@H]1OCC1=CC=CC=C1)C(=O)OCC1=CC=CC=C1)CC1=CC=C(C=C1)OC1=CN=CS1 benzyl (2R,3S,4S)-3,4-bis(benzyloxy)-2-{[4-(1,3-thiazol-5-yloxy)phenyl]methyl}pyrrolidine-1-carboxylate